O1CCC2=C1C=CC(=C2)C2=NOC(=C2)NC2=NC(=NC=C2)N2CCOCC2 3-(2,3-dihydrobenzofuran-5-yl)-N-(2-morpholinopyrimidin-4-yl)isoxazol-5-amine